N1=CC=C(C=C1)C=1C2=CC=C(N2)C(=C2C=CC(C(=C3C=CC(=C(C=4C=CC1N4)C4=CC=NC=C4)N3)C3=CC=NC=C3)=N2)C2=CC=NC=C2 5,10,15,20-tetra(pyridine-4-yl)porphyrin